NC1=C2C(=NC=N1)N(N=C2I)CC2CN(CC2)C(=O)[O-] 3-((4-amino-3-iodo-1H-pyrazolo[3,4-d]pyrimidin-1-yl) methyl)pyrrolidine-1-carboxylate